O1N=C(C=C1)N 1,2-oxazol-3-amine